ClC1=C2C(N(C(NC2=C(C=C1)S(=O)(=O)C1=CC=C2C=CN(C2=C1)[C@H]1C(C1)(F)F)=O)O)=O (R)-5-chloro-8-((1-(2,2-difluorocyclopropyl)-1H-indol-6-yl)sulfonyl)-3-hydroxyquinazoline-2,4(1H,3H)-dione